2-((1-((4-chloro-1-methyl-1H-pyrazol-5-yl)methyl)-5-fluoro-3-oxoisoindolin-2-yl)methyl)-5-oxa-7-azaspiro[3.4]octan-6-one ClC=1C=NN(C1CC1N(C(C2=CC(=CC=C12)F)=O)CC1CC2(C1)OC(NC2)=O)C